(R)-6'-hydroxy-3'-(((1-(4-hydroxyphenyl)-1H-tetrazol-5-yl)thio)methyl)-2',4',6'-trimethylspiro[cyclopropane-1,5'-inden]-7'(6'H)-one O[C@@]1(C2(C(=C3C(=C(C=C3C1=O)C)CSC1=NN=NN1C1=CC=C(C=C1)O)C)CC2)C